NC(C(C)(C)N1N=C(C(=C1)C1(CC2CC(CC2C1)C=1N=CN(C1C(=O)NC1=CC(=C(C=C1)F)Cl)C)O)C(F)(F)F)=O 4-(5-(1-(1-Amino-2-methyl-1-oxopropan-2-yl)-3-(trifluoromethyl)-1H-pyrazol-4-yl)-5-hydroxyoctahydropentalen-2-yl)-N-(3-chloro-4-fluorophenyl)-1-methyl-1H-imidazole-5-carboxamide